(4-fluoro-5-iodo-2-methylphenyl) (2,2,2-trifluoroethyl) sulfide FC(CSC1=C(C=C(C(=C1)I)F)C)(F)F